C(#N)C=1C=NN2C1C(=CC(=C2)C=2C=NN(C2)C2CCN(CC2)C(=O)C2CCC(CC2)NC(C=C)=O)OC N-((1s,4s)-4-(4-(4-(3-cyano-4-methoxypyrazolo[1,5-a]pyridin-6-yl)-1H-pyrazol-1-yl)piperidine-1-carbonyl)cyclohexyl)acryl-amide